Br(=O)[O-].[Li+] lithium bromite